C1CC1OC1(NC=C(C=C1)C1CC1)[N+](=O)[O-] 2-3-Cyclopropoxy-5-cyclopropyl-2-nitropyridine